[Cl-].OC1=C(C=C(C=C1)O)[N+]1=CC=C(C=C1)C=C N-(2',5'-dihydroxyphenyl)-4-vinylpyridinium chloride